6-methoxy-2-(2-methylimidazo[2,1-b]thiazol-6-yl)benzofuran-4-ol COC=1C=C2C(C=C(O2)C=2N=C3SC(=CN3C2)C)=C(C1)O